C(=O)[O-].C12(CC3CC(CC(C1)C3)C2)N2C=[N+](C=C2)C23CC1CC(CC(C2)C1)C3 1,3-bis(1-adamantyl)imidazolium formate